3-(5-(1-(3-((4-((8-cyclopentyl-7-oxo-7,8-dihydropyrido[2,3-d]pyrimidin-2-yl)amino)piperidin-1-yl)sulfonyl)benzyl)azetidin-3-yl)-1-oxoisoindolin-2-yl)piperidine-2,6-dione C1(CCCC1)N1C(C=CC2=C1N=C(N=C2)NC2CCN(CC2)S(=O)(=O)C=2C=C(CN1CC(C1)C=1C=C3CN(C(C3=CC1)=O)C1C(NC(CC1)=O)=O)C=CC2)=O